C(C)O/C=C/C(C(F)F)=O (e)-4-ethoxy-1,1-difluorobut-3-en-2-one